ClC=1N=C(C2=C(N1)N(C=C2)CCCN2CCCC2)NC2CCN(CC2)C 2-chloro-N-(1-methylpiperidin-4-yl)-7-(3-(pyrrolidin-1-yl)propyl)-7H-pyrrolo[2,3-d]pyrimidin-4-amine